diethyl-(5-bromopentan) malonate C(CC(=O)O)(=O)O.C(C)C(CCCCBr)CC